F[B-](F)(F)F.F[B-](F)(F)F.[Pd+2].C(C)#N (acetonitrile) palladium (II) bis(tetrafluoroborate)